sodium 1-hexadecylnaphthylamine C(CCCCCCCCCCCCCCC)C1=C(C=CC2=CC=CC=C12)N.[Na]